FC1=C(C=C(C(=C1)[N+](=O)[O-])[N+](=O)[O-])OC 1-fluoro-2-methoxy-4,5-dinitro-benzene